5-methoxy-1-methyl-6-oxo-1,6-dihydropyridazine-3-carboxylic acid COC1=CC(=NN(C1=O)C)C(=O)O